FC=1C=C2C(C(=CN(C2=NC1N1CC(C1)C(NC1=NC(=CC(=N1)OC)C)=O)C1=NC=NS1)C(=O)O)=O 6-fluoro-7-{3-[(4-methoxy-6-methylpyrimidin-2-yl)carbamoyl]azetidin-1-yl}-4-oxo-1-(1,2,4-thiadiazol-5-yl)-1,4-dihydro-1,8-naphthyridine-3-carboxylic acid